7-methyl-1-(phenylsulfonyl)-1H-indole CC=1C=CC=C2C=CN(C12)S(=O)(=O)C1=CC=CC=C1